C=CC1=CC=C(C=C1)S(=O)(=O)[O-].[Na+] sodium para-styrenesulfonate